2-{[(1-ethyl-5-methylimidazol-4-yl)methyl]sulfanyl}-3H,5H,6H,7H-cyclopenta[d]pyrimidin-4-one trifluoroacetate salt FC(C(=O)O)(F)F.C(C)N1C=NC(=C1C)CSC=1NC(C2=C(N1)CCC2)=O